NC1=CC(=C(C=C1)C1=C(C=C(C=C1)N)C(F)(F)F)C(F)(F)F.[O].[Y] yttrium oxygen 4,4'-diamino-2,2'-bis(trifluoromethyl)biphenyl